5-[[5-(4-tert-butylphenyl)tetrazol-2-yl]methyl]-N-(2-carbamoyl-4-chloro-6-methyl-phenyl)-2-(3-chloro-2-pyridyl)pyrazole-3-carboxamide C(C)(C)(C)C1=CC=C(C=C1)C=1N=NN(N1)CC=1C=C(N(N1)C1=NC=CC=C1Cl)C(=O)NC1=C(C=C(C=C1C)Cl)C(N)=O